IC=1C=CC(=NC1C)C=1N=NN(C1C(=O)O)C 4-(5-iodo-6-methylpyridin-2-yl)-1-methyl-1H-1,2,3-triazole-5-carboxylic acid